(R)-3-((R,E)-4-(but-3-en-1-yl)-2-((tert-butoxycarbonyl)imino)-4-ethyl-6-oxotetrahydropyrimidin-1(2H)-yl)-1,1-difluoro-2,3-dihydro-1H-indene-5-carboxylic acid methyl ester COC(=O)C=1C=C2[C@@H](CC(C2=CC1)(F)F)N1/C(/N[C@](CC1=O)(CC)CCC=C)=N/C(=O)OC(C)(C)C